trans-2-(1-methyl-1H-pyrazol-4-yl)cyclopropane-1-carboxylic acid CN1N=CC(=C1)[C@H]1[C@@H](C1)C(=O)O